C[C@@]12CCC=3N=C(SC3C2=CC[C@H]2[C@H]3[C@](CC[C@H]12)([C@H](CC3)OC(CC)=O)C)NC3=CC=C(C(=O)O)C=C3 4-(((5aR,5bS,7aS,8S,10aS,10bR)-5a,7a-dimethyl-8-(propionyloxy)-5,5a,5b,6,7,7a,8,9,10,10a,10b,11-dodecahydro-4H-cyclopenta[7,8]phenanthro[2,1-d]thiazol-2-yl)amino)benzoic acid